Cl.NCC=1C(NC(=CC1Cl)C)=O 3-(aminomethyl)-4-chloro-6-methyl-1,2-dihydropyridin-2-one hydrochloride